C(CC1=CC=CC=C1)C1(CCN(CC1)CC1=CC=C(C=C1)NC(C)=O)CC1=NC=CC=C1 N-(4-((4-phenethyl-4-(pyridin-2-ylmethyl)piperidin-1-yl)methyl)phenyl)acetamide